ethyl 8-(cyclopropylmethyl)-3,3-dimethyl-2-oxo-pyrrolo[3,2-g]indole-1,7-dicarboxylate C1(CC1)CN1C(=CC=2C=CC3=C(C12)N(C(C3(C)C)=O)C(=O)OCC)C(=O)[O-]